C1(=CC=CC=C1)C1=CC=C(S1)C=1SC=C(N1)C(=O)N([C@@H]1CNCC1)CCC 2-(5-phenylthiophen-2-yl)-N-propyl-N-[(3S)-pyrrolidin-3-yl]-1,3-thiazole-4-carboxamide